BrC=1C=C(C=C2C(=C(NC12)C1CN(CCC1)C(=O)OC(C)(C)C)F)C(N(C)C)=O Tert-butyl 3-(7-bromo-5-(dimethylcarbamoyl)-3-fluoro-1H-indol-2-yl)piperidine-1-carboxylate